FC(C(C1CCNCC1)NS(=O)(=O)C)(F)F N-(2,2,2-trifluoro-1-(piperidin-4-yl)ethyl)methanesulfonamide